FCCOCCOC1=NC=C(C=N1)C=CC1=NC=CC=C1NC 2-(2-(2-(2-(2-fluoroethoxy)ethoxy)pyrimidin-5-yl)vinyl)-N-methylpyridin-3-amine